(S)-5-amino-4-(5-bromo-7-fluoro-4-hydroxy-1-oxoisoindolin-2-yl)-5-oxopentanoic acid tert-butyl ester C(C)(C)(C)OC(CC[C@@H](C(=O)N)N1C(C2=C(C=C(C(=C2C1)O)Br)F)=O)=O